ethyl 3-((4-cyano-2,6-difluorophenoxy)methyl)-4-fluorobenzo[b]thiophene-2-carboxylate C(#N)C1=CC(=C(OCC=2C3=C(SC2C(=O)OCC)C=CC=C3F)C(=C1)F)F